N,N-dioctyl-N-methylamine N-oxide C(CCCCCCC)[N+](C)(CCCCCCCC)[O-]